Cl.C(C)OC(\C(=C\C1=C(C=CC(=C1)OC\C(=C/F)\CN)NC(C)=O)\C)=O (E)-3-[2-acetamido-5-[(Z)-2-(aminomethyl)-3-fluoroallyloxy]phenyl]-2-methyl-prop-2-enoic acid ethyl ester hydrochloride